CC1=C(C=2N(C=C1C=1NC3=CC=C(C=C3C1C(C)C)C1OCC(N(C1)CC(=O)N(C)C)(C)C)N=CN2)C 2-(2-(2-(7,8-dimethyl-[1,2,4]triazolo[1,5-a]pyridin-6-yl)-3-isopropyl-1H-indol-5-yl)-5,5-dimethylmorpholino)-N,N-dimethylacetamide